OC1=C(C=CC=C1)C(CC)(C1=C(C=CC=C1)O)C1=C(C=CC=C1)O 1,1,1-tris(hydroxyphenyl)propane